N1N=NN=C1NC=O N-TETRAZOLYLCARBOXAMIDE